C(CC(C)C)C1NC(C=2C=CC(=NC2C1)OC)=O 7-isopentyl-2-methoxy-7,8-dihydro-1,6-naphthyridin-5(6H)-one